COC(=O)C1=CC=C2C(=N1)N(C(=N2)C(C)N2CCN(CC2)C2=NC(=CC=C2)OCC2=C(C=C(C=C2)C#N)F)C[C@H]2OCC2 2-(1-(4-(6-((4-cyano-2-fluorobenzyl)oxy)pyridin-2-yl)piperazin-1-yl)ethyl)-3-(((S)-oxetan-2-yl)methyl)-3H-imidazo[4,5-b]pyridine-5-carboxylic acid methyl ester